2-(3,3-dimethylpyrrolidin-1-yl)-4-(1-methyl-1H-pyrazol-3-yl)-5-(pyrrolidin-3-yl)pyridine TFA salt OC(=O)C(F)(F)F.CC1(CN(CC1)C1=NC=C(C(=C1)C1=NN(C=C1)C)C1CNCC1)C